ClC=1C=CC2=C(C(C(CCN2C(=O)C=2C=CC(=NC2)NC(C2=C(C=CC=C2)C(F)(F)F)=O)(F)F)(C)O)C1 N-[5-(7-chloro-4,4-difluoro-5-hydroxy-5-methyl-2,3,4,5-tetrahydro-1H-1-benzazepin-1-carbonyl)pyridin-2-yl]-2-(trifluoromethyl)benzamide